[O-2].[Zr+4].[Sr+2].[O-2].[O-2] Strontium-zirconium oxide